ClC1=CC=C(C=C1)C12CC3(CC(CC(C1)C3)C2)C(C)NC(=O)C=2C=CC=3N(C1=CC=CC=C1C3C2)CC 9-Ethyl-9H-carbazole-3-carboxylic acid {1-[3-(4-chloro-phenyl)-adamantan-1-yl]-ethyl}-amide